3-[5-[2-(hydroxymethyl)morpholin-4-yl]-3-oxo-1H-isoindol-2-yl]piperidine-2,6-dione OCC1CN(CCO1)C=1C=C2C(N(CC2=CC1)C1C(NC(CC1)=O)=O)=O